ClC=1C=C(C=C(C1)OC)C1=CN=C(O1)CSC1=NC(=CC(=N1)N)C(F)(F)F 2-({[5-(3-Chloro-5-methoxyphenyl)-1,3-oxazol-2-yl]methyl}sulfanyl)-6-(trifluoromethyl)pyrimidin-4-amin